CC1=CC=2C=NC=3N(C4=CC=CC=C4C3)C2N=C1N1C=C(C2=CC=CC=C12)C methyl-2-(3-methyl-1H-indol-1-yl)pyrido[3',2':5,6]pyrimido[1,2-a]indole